4-[2-[[6-[3-(5-chloro-2-fluoro-phenyl)-1H-pyrazol-4-yl]-1,5-naphthyridin-3-yl]amino]ethyl]piperazine-2-carboxylic acid ClC=1C=CC(=C(C1)C1=NNC=C1C=1N=C2C=C(C=NC2=CC1)NCCN1CC(NCC1)C(=O)O)F